CC1(N(CCC1)CCNC(=O)C=1C=C(C(=NC1)C)NC(=O)C=1C=NN2C1SC(=C2)C2=NN(N=C2)C)C N-(5-((2-(2,2-dimethylpyrrolidin-1-yl)ethyl)carbamoyl)-2-methylpyridin-3-yl)-2-(2-methyl-2H-1,2,3-triazol-4-yl)pyrazolo[5,1-b]thiazole-7-carboxamide